γ-amino-propyltrimethoxysilane NCCC[Si](OC)(OC)OC